N-(2-cyano-1-methyl-1H-pyrrolo[3,2-c]pyridin-6-yl)-1-methyl-1H-pyrazole-4-carboxamide C(#N)C1=CC=2C=NC(=CC2N1C)NC(=O)C=1C=NN(C1)C